4,4'-Methylenedianilin C(C1=CC=C(N)C=C1)C1=CC=C(N)C=C1